P(=O)([O-])([O-])F.[Na+].[Na+] Natrium fluorophosphat